BrC=1C=C2CCCC2=CC1F 5-Bromo-6-fluoro-2,3-dihydro-1H-indene